C1=C(C=CC=C1)S(=O)O ortho-benzenesulfinic acid